2,2-Bis(aminoethoxy)propane NCCOC(C)(C)OCCN